methyl 3-(3-(benzyloxy)phenyl)cyclopent-2-ene-1-carboxylate C(C1=CC=CC=C1)OC=1C=C(C=CC1)C1=CC(CC1)C(=O)OC